FC1=C(C=CC=C1C=1C=NN(C1)[C@H](CC)C1=CC=C(C=C1)F)C1=CC=2N(C=C1)N=C(N2)N |r| racemic-7-(2-fluoro-3-(1-(1-(4-fluorophenyl)propyl)-1H-pyrazol-4-yl)phenyl)-[1,2,4]triazolo[1,5-a]pyridin-2-amine